(3s,5r)-3-aminomethyl-9-fluoro-5-methyl-nonanoic acid NC[C@H](CC(=O)O)C[C@@H](CCCCF)C